CN1N=NC(=C1C=1C=2C(N=CC1)=C1C(C(N2)C(C2CCOCC2)C2=CC=CC=C2)=C(NN1C)C(=O)N)C 6-(1,4-dimethyl-1H-1,2,3-triazol-5-yl)-1-methyl-4-(phenyl-(tetrahydro-2H-pyran-4-yl)methyl)-1,4-dihydropyrazolo[3',4':4,5]pyrido[3,2-b]pyridine-3-carboxamide